5-(3-ethyl-2-methyl-3H-imidazo[4,5-b]pyridin-5-yl)-N-(oxetan-3-ylmethyl)pyrrolo[2,1-f][1,2,4]triazin-2-amine C(C)N1C(=NC=2C1=NC(=CC2)C=2C=CN1N=C(N=CC12)NCC1COC1)C